CN(C)C(C(=O)[O-])CC N,N-dimethylaminobutyrate